C1(CC1)[Bi](C1CC1)N[Bi](C1CC1)C1CC1 bis(dicyclopropylbismuthanyl)amine